COC(=O)C=1N=NC(=CC1NC=1C=NC(=CC1)SC)Cl 6-chloro-4-((6-(methylthio)pyridin-3-yl)amino)pyridazine-3-carboxylic acid methyl ester